2-((1S,2R)-1-(2-cyanophenyl)-1-(1-(2-methoxy-2-methylpropyl)-1H-pyrazol-4-yl)propan-2-yl)-5-hydroxy-N-(isoxazol-4-yl)-1-methyl-6-oxo-1,6-dihydropyrimidine-4-carboxamide C(#N)C1=C(C=CC=C1)[C@H]([C@@H](C)C=1N(C(C(=C(N1)C(=O)NC=1C=NOC1)O)=O)C)C=1C=NN(C1)CC(C)(C)OC